COC=1C(=CC2=CN(N=C2C1)[C@@H]1[C@@H](CC(CC1)N(C(C)=O)C)C)C(=O)O 6-methoxy-2-((1S,2R)-2-methyl-4-(N-methylacetamido)cyclohexyl)-2H-indazole-5-carboxylic acid